NC1=NC=NN2C1=NC=C2[C@@H]2O[C@@H]([C@H]([C@H]2O)O)COC2=CC=C1C=CC(=NC1=C2)NC (2S,3R,4S,5R)-2-(4-Aminoimidazo[2,1-f][1,2,4]triazin-7-yl)-5-(((2-(methylamino)quinolin-7-yl)oxy)methyl)tetrahydrofuran-3,4-diol